N-(4-((3-amino-5-(4-amino-4-methylpiperidin-1-yl)pyrazin-2-yl)thio)-3-chloropyridin-2-yl)-4-(2-(dimethylamino)-2-oxoacetyl)benzamide NC=1C(=NC=C(N1)N1CCC(CC1)(C)N)SC1=C(C(=NC=C1)NC(C1=CC=C(C=C1)C(C(=O)N(C)C)=O)=O)Cl